C(#N)C1(CC1)CN1N=CC(=C1)C=1C=C2N(N=CC=C2N2C([C@]([C@@H](C2)C)(C#N)C2CC2)=O)C1 (3R,4S)-1-[6-[1-[(1-cyanocyclopropyl)methyl]pyrazol-4-yl]pyrrolo[1,2-b]pyridazin-4-yl]-3-cyclopropyl-4-methyl-2-oxopyrrolidine-3-carbonitrile